N-((5-(3-fluorophenyl)-1-tosyl-1H-pyrrol-3-yl)methyl)methan-d3-amine FC=1C=C(C=CC1)C1=CC(=CN1S(=O)(=O)C1=CC=C(C)C=C1)CNC([2H])([2H])[2H]